O=C1NC(CCC1N1C(C2=CC=C(C=C2C1=O)OCCOCCOCCOC1=NC=C(C=C1C)C=1C=CC=2C3=C(N(C2C1)C)C=CN=C3)=O)=O 2-(2,6-dioxopiperidin-3-yl)-5-(2-(2-(2-((3-methyl-5-(5-methyl-5H-pyrido[4,3-b]indol-7-yl)pyridin-2-yl)oxy)ethoxy)ethoxy)ethoxy)isoindoline-1,3-dione